2-[2-[2-[2-[2-(2-prop-2-ynoxyethoxy)ethoxy]ethoxy]ethoxy]ethoxy]ethyl 4-methylbenzenesulfonate CC1=CC=C(C=C1)S(=O)(=O)OCCOCCOCCOCCOCCOCCOCC#C